1,6,8-trihydroxy-3-methyl-9,10-anthraquinone OC1=CC(=CC=2C(C3=CC(=CC(=C3C(C12)=O)O)O)=O)C